(4-fluorophenyl)(piperidin-3-yl)methanol 2,2,2-trifluoroacetate FC(C(=O)O)(F)F.FC1=CC=C(C=C1)C(O)C1CNCCC1